(1S,4S)-4-(3,4-Dichlorophenyl)-1,2,3,4-tetrahydro-N-methyl-1-naphthalenamine ClC=1C=C(C=CC1Cl)[C@@H]1CC[C@@H](C2=CC=CC=C12)NC